[Be].[Au] Gold-Beryllium